phenyl-(piperidin-4-ylidene)acetonitrile C1(=CC=CC=C1)C(C#N)=C1CCNCC1